6-hydroxy-6-(hydroxymethyl)-1,4-oxazepane-4-carboxylic acid 2-methylpropane-2-yl ester CC(C)(C)OC(=O)N1CCOCC(C1)(CO)O